5-((5-(4-(((1R,3S)-3-Aminocyclopentyl)oxy)-6-cyclopropyl-2-methoxypyridin-3-yl)-1H-pyrazol-3-yl)amino)pyrazine-2-carbonitrile formate salt C(=O)O.N[C@@H]1C[C@@H](CC1)OC1=C(C(=NC(=C1)C1CC1)OC)C1=CC(=NN1)NC=1N=CC(=NC1)C#N